N-[3-methyl-1-[2-[(2-methylpyrazol-3-yl)amino]pyrimidin-4-yl]indol-5-yl]prop-2-enamide CC1=CN(C2=CC=C(C=C12)NC(C=C)=O)C1=NC(=NC=C1)NC=1N(N=CC1)C